CN(C#N)CC=1OC(=NN1)C1=C(C=CC=C1)NC1=CC=C(C=C1)C(F)(F)F N-methyl-N-((5-(2-((4-(trifluoromethyl)phenyl)amino)phenyl)-1,3,4-oxadiazol-2-yl)methyl)cyanamide